C(C)(C)N1CCC(CC1)C1=NOC[C@H](O1)CN1CCCCC1 |r| rac-3-(1-isopropylpiperidin-4-yl)-5-(piperidin-1-ylmethyl)-5,6-dihydro-1,4,2-dioxazine